CN([C@@H]([C@@H](C)CC)C(=O)O)CC1=C(C=NC=C1F)N.N1C=C(C2=CC=CC=C12)C1N(CC2=CC(=CC=C12)N1CCCCC1)C(=O)N (1H-indol-3-yl)-5-(piperidin-1-yl)isoindoline-2-carboxamide methyl-((3-amino-5-fluoropyridin-4-yl)methyl)-L-isoleucinate